NC=1C(=NC=C(N1)N1CCC2([C@H](CC(C2)=O)N)CC1)SC1=CC=CC=2NC(NC21)=O (S)-4-((3-amino-5-(4-amino-2-oxo-8-azaspiro[4.5]decan-8-yl)pyrazin-2-yl)thio)-1H-benzo[d]imidazol-2(3H)-one